C[C@@]1(OC2=C(C(=C(C(=C2CC1)C)O)C)C)CCCC(CCCC(CCCC(C)C)C)C |r| (+-)-(2rs,4'rs,8'rs)-2,5,7,8-tetramethyl-2-(4',8',12'-trimethyltridecyl)-6-chromanol